dicyclohexyl-[2-(2,6-diisopropyloxyphenyl) phenyl] phosphate P(=O)(OC1=C(C(=C(C=C1)C1CCCCC1)C1CCCCC1)C1=C(C=CC=C1OC(C)C)OC(C)C)([O-])[O-]